bis-(p-carboxyphenylamino)phenylphosphine oxide C(=O)(O)C1=CC=C(C=C1)NP(C1=CC=CC=C1)(NC1=CC=C(C=C1)C(=O)O)=O